CC=1C=C(C=2N(C(C=C(N2)N2CCCCC2)=O)C1)C(C)NC(C=C)=O N-(1-(7-methyl-4-oxo-2-(piperidin-1-yl)-4H-pyrido[1,2-a]pyrimidin-9-yl)ethyl)acrylamide